[NH4+].[Pt+2] platinum ammonium salt